BrC1=CC(=NC=C1)NC(CCCN1CCN(CC1)C)=O N-(4-bromopyridin-2-yl)-4-(4-methylpiperazin-1-yl)butanamide